CN(S(=O)(=O)CC(=O)Cl)CC[N+]1=NC=C(C=C1)C1=NC=CC=N1 2-[methyl-[2-(4-pyrimidin-2-ylpyridazin-1-ium-1-yl)ethyl]-sulfamoyl]acetic acid chloride